2-(2,6-difluorophenyl)-N-(3-fluoro-4-morpholinophenyl)pyrazolo[1,5-a][1,3,5]triazin FC1=C(C(=CC=C1)F)C1N(C=2N(C=N1)N=CC2)C2=CC(=C(C=C2)N2CCOCC2)F